O=C1N(CCC1)CC1CCN(CC1)C1=C(C(=O)O)C=C(C=C1)C=1C=NN(C1)C1OCCCC1 2-(4-((2-oxopyrrolidin-1-yl)methyl)piperidin-1-yl)-5-(1-(tetrahydro-2H-pyran-2-yl)-1H-pyrazol-4-yl)benzoic acid